2-(amino)propionic acid NC(C(=O)O)C